2-(2,2-diphenyl-ethyl)quinoline C1(=CC=CC=C1)C(CC1=NC2=CC=CC=C2C=C1)C1=CC=CC=C1